BrC1=C(C=O)C=C(C=C1)C Bromo-5-Methyl-Benzaldehyd